FC1=C(C=CC(=C1)F)C1=C2N(C(=NC2=NC(=N1)[C@@H]1C[C@@H](OCC1)C=1C=NN(C1)C1CC1)N1[C@@H](CCC1)C)C 6-(2,4-difluorophenyl)-7-methyl-2-[(2R,4S)-2-(1-cyclopropylpyrazol-4-yl)tetrahydropyran-4-yl]-8-[(2R)-2-methylpyrrolidin-1-yl]purine